BrC=1C=CC(=NC1OC)N1C=CC(C=C1)=O 5'-bromo-6'-methoxy-4H-[1,2'-bipyridine]-4-one